(1R,3r)-1-methyl-3-(3-(2-(1-methyl-1H-pyrazol-4-yl)-3H-imidazo[4,5-b]pyridin-7-yl)-3,8-diazabicyclo[3.2.1]octan-8-yl)cyclobutane-1-carbonitrile CC1(CC(C1)N1[C@H]2CN(CC1CC2)C2=C1C(=NC=C2)NC(=N1)C=1C=NN(C1)C)C#N